2-(1-Methyl-1H-pyrrol-2-yl)-1H-benzo[d]imidazol-5-amine CN1C(=CC=C1)C1=NC2=C(N1)C=CC(=C2)N